N,N-diethyl-(methyl)acrylamide C(C)N(C(C(=C)C)=O)CC